C(CCCC)C1C(CCC1)=COC(C(=O)OCC\C=C/CC)C (Z)-hex-3-en-1-yl 2-((2-pentylcyclopentylidene)methoxy)propanoate